(1-(2-Chloro-5-((1-methyl-1H-pyrazol-4-yl)ethynyl)pyridin-4-yl)-4-fluoropiperidin-4-yl)methanol ClC1=NC=C(C(=C1)N1CCC(CC1)(F)CO)C#CC=1C=NN(C1)C